FC1=C2C(=CC3=C1N(N=N3)CCNC(OC(C)(C)C)=O)CC(C2)C=O tert-Butyl N-[2-(8-fluoro-6-formyl-6,7-dihydro-5H-cyclopenta[f]benzotriazol-1-yl)ethyl]carbamate